F[C@@H]1[C@@H](CN(C1)C1COC1)NC1=NN2C(C(=N1)OC)=C(C=C2)C=2C=C1C=CC=NC1=CC2 N-((3R,4S)-4-fluoro-1-(oxetan-3-yl)pyrrolidin-3-yl)-4-methoxy-5-(quinolin-6-yl)pyrrolo[2,1-f][1,2,4]triazin-2-amine